1-((1s,4s)-4-((5-([1,2,4]triazolo[1,5-a]pyridin-6-yl)-7H-pyrrolo[2,3-d]pyrimidin-2-yl)amino)cyclohexyl)pyrrolidin-2-one N=1C=NN2C1C=CC(=C2)C2=CNC=1N=C(N=CC12)NC1CCC(CC1)N1C(CCC1)=O